5-hydroxyquinolin-2(1H)-one OC1=C2C=CC(NC2=CC=C1)=O